4,4,5,5-tetramethyl-2-(triphenylen-1-yl)-1,3,2-dioxaborolan CC1(OB(OC1(C)C)C1=CC=CC=2C3=CC=CC=C3C3=CC=CC=C3C12)C